C1(CC1)N1N=CC(=C1)C1OCCC(C1)C=1N=C(C=2N(C(C(=C(N2)C)F)=O)C1)C1=C(C=C(C=C1)F)F 7-(2-(1-cyclopropyl-1H-pyrazol-4-yl)tetrahydro-2H-pyran-4-yl)-9-(2,4-difluorophenyl)-3-fluoro-2-methyl-4H-pyrazino[1,2-a]pyrimidin-4-one